C(C)(C)(C)N(C(O)=O)C(C(F)(F)F)CCS(=O)(=O)C.FC(C(CCS(=O)(=O)C)N)(F)F 1,1,1-trifluoro-4-(methylsulfonyl)butan-2-amine Tert-butyl-(1,1,1-trifluoro-4-(methylsulfonyl)butan-2-yl)carbamate